ClC=1C=C(C(=O)N(C)C2C[C@]3(CC[C@@](C2)(N3)C)C)C=CC1C1C(C1)C1=NC(=NC3=CC=CC=C13)C 3-Chloro-N-((1R,3s,5S)-1,5-dimethyl-8-azabicyclo[3.2.1]oct-3-yl)-N-methyl-4-(2-(2-methylquinazolin-4-yl)cyclopropyl)benzamide